ethyl 6-[2-(tert-butoxycarbonylamino) ethyl]-5,7-dihydro-4H-thieno[2,3-c]pyridine-2-carboxylate C(C)(C)(C)OC(=O)NCCN1CC2=C(CC1)C=C(S2)C(=O)OCC